BrC1=C(C(=CC(=C1)F)Br)N1N=CC(=C1N)C1(CCN(CC1)C(C)C)C 2-(2,6-dibromo-4-fluorophenyl)-4-(1-isopropyl-4-methylpiperidin-4-yl)pyrazol-3-amine